NC1=C2C=3C(=C4C(=NC3C=C1)C1=CC3=C(C(N1C4)=O)COC([C@]3(O)CC)=O)C=CS2=O (9S)-4-amino-9-ethyl-9-hydroxy-12,15-dihydro-13H-pyrano[3',4':6,7]indolizino[1,2-b]thiopyrano[4,3,2-de]quinoline-10,13(9H)-dione 3-oxide